(R,E)-N-(4-(3-((5-chloro-4-ethoxypyrimidin-2-yl)amino)pyrrolidine-1-carbonyl)benzyl)-4-(dimethylamino)but-2-enamide ClC=1C(=NC(=NC1)N[C@H]1CN(CC1)C(=O)C1=CC=C(CNC(\C=C\CN(C)C)=O)C=C1)OCC